C(#N)C1=NC=CC(=C1)C1=CN=C(O1)C(=O)N1[C@@H]2[C@H](CC1)[C@@H](N(C2)C#N)C (-)-(3aR,4S,6aR)-1-(5-(2-cyanopyridin-4-yl)oxazole-2-carbonyl)-4-methylhexahydropyrrolo[3,4-b]pyrrole-5(1H)-carbonitrile